ClC=1C=C(CN2C(N(C=3N=C(N(C3C2=O)C)N[C@@H]2C[C@H](CCC2)N(C)C)C)=O)C=CC1Cl |r| (±)-1-(3,4-dichlorobenzyl)-8-(((trans)-3-(dimethylamino)cyclohexyl)amino)-3,7-dimethyl-3,7-dihydro-1H-purine-2,6-dione